C(C)(C)(C)OC(NC(C)C=C)=O but-3-en-2-yl-carbamic acid tert-butyl ester